FC1=C(C(=CC=C1)O)B1OC(C)(C)C(C)(C)O1 2-fluoro-6-hydroxyphenylboronic acid pinacol ester